CN1CC(C1)(C)C(O)(C1=CC=C(C=C1)OC(F)(F)F)C=1C=NC=C(C1)C (1,3-dimethyl-azetidin-3-yl)-(5-methyl-pyridin-3-yl)-(4-trifluoromethoxy-phenyl)-methanol